4-((4-((1-(4-((5-chloro-4-((2-(dimethylphosphoryl)phenyl)amino)pyrimidin-2-yl)amino)-3-methoxyphenyl)piperidin-4-yl)amino)butyl)amino)-2-(2,6-dioxopiperidin-3-yl)isoindoline-1,3-dione ClC=1C(=NC(=NC1)NC1=C(C=C(C=C1)N1CCC(CC1)NCCCCNC1=C2C(N(C(C2=CC=C1)=O)C1C(NC(CC1)=O)=O)=O)OC)NC1=C(C=CC=C1)P(=O)(C)C